methyl (2R,4S)-4-(methylthio)-1-((4-phenoxybenzoyl)glycyl)pyrrolidine-2-carboxylate CS[C@H]1C[C@@H](N(C1)C(CNC(C1=CC=C(C=C1)OC1=CC=CC=C1)=O)=O)C(=O)OC